(2,3-difluorophenyl)butanoic acid FC1=C(C=CC=C1F)C(C(=O)O)CC